ClC=1C(=C(C(=CC1)OC)B(O)O)F (3-chloro-2-fluoro-6-methoxyphenyl)boronic acid